CS(=O)(=O)N1CCC(CC1)N1C(C=2C(C(=C1)C(=O)O)=NN(C2)COCC[Si](C)(C)C)=O 5-(1-(methylsulfonyl)piperidin-4-yl)-4-oxo-2-((2-(trimethylsilyl)ethoxy)methyl)-4,5-dihydro-2H-pyrazolo[4,3-c]pyridine-7-carboxylic acid